C(C)OC(=O)NC(N(CCOC(C)C)C1=C(NC=C1C)C(=O)OCC)=S Ethyl 3-(3-(ethoxycarbonyl)-1-(2-isopropoxyethyl) thioureido)-4-methyl-1H-pyrrole-2-carboxylate